vinyl-acrylonitrile chloride [Cl-].C(=C)C(C#N)=C